tert-Butyl 2,2-dimethyl-4-(2-pyridyl)piperidine-1-carboxylate CC1(N(CCC(C1)C1=NC=CC=C1)C(=O)OC(C)(C)C)C